4-(2-Isopropylthiazol-5-yl)pyridin-2-amine C(C)(C)C=1SC(=CN1)C1=CC(=NC=C1)N